CC(CNC1=NC=C(C=C1C(F)(F)F)[N+](=O)[O-])(CC=C)C N-(2,2-dimethylpent-4-enyl)-5-nitro-3-(trifluoromethyl)pyridin-2-amine